C(CCCCCCCCCCC)N(CCN(CCN1CCN(CC1)CCN(CCCCCCCCCCCC)CCCCCCCCCCCC)CCCCCCCCCCCC)CCCCCCCCCCCC N1-[2-(didodecylamino)ethyl]N1,N4,N4-tri-dodecyl-1,4-piperazinediethylamine